OC=1C(=C(C(=O)C2=CC=CC=C2)C=CC1OCC(COC(C(=C)C)=O)O)O dihydroxy-4-(3-methacryloyloxy-2-hydroxypropoxy)benzophenone